C(C=C)ON1C2C=C(CN(C1=O)C2)N2N=C(C=C2)C=NN(C(OC(C)(C)C)=O)C=2SC=CN2 tert-butyl {[1-(6-allyloxy-7-oxo-1,6-diazabicyclo[3.2.1]oct-3-en-3-yl)pyrazol-3-yl]methyleneamino}-N-thiazol-2-yl-carbamate